3-(3-(3-morpholinyl-3-oxoprop-1-en-1-yl)-1H-indazol-5-yl)pyridin-3-ylbutanamide N1(CCOCC1)C(C=CC1=NNC2=CC=C(C=C12)C1(CN=CC=C1)C(C(=O)N)CC)=O